O1CCN(CCC1)C=1C2=C(N=C(N1)N1N=C(C=C1)C=1C=C(C=CC1)C)C=C(S2)CO (4-(1,4-oxazepan-4-yl)-2-(3-(m-tolyl)-1H-pyrazol-1-yl)thieno[3,2-d]pyrimidin-6-yl)methanol